COC(C1=C(C=CC=C1)N(C=1C=NC2=CC=CC=C2C1)S(=O)(=O)C)=O 2-[(methylsulfonyl)(quinolin-3-yl)amino]Benzoic acid methyl ester